N-(4-chloro-2-fluoro-phenyl)-6-trimethylstannyl-pyrazin-2-amine ClC1=CC(=C(C=C1)NC1=NC(=CN=C1)[Sn](C)(C)C)F